N-(1-tert-butyl-3-fluoropyrazol-4-yl)-2-fluoro-4-methyl-5-[2-methyl-8-(morpholin-4-yl)-[1,2,4]triazolo[1,5-a]pyridin-6-yl]benzamide C(C)(C)(C)N1N=C(C(=C1)NC(C1=C(C=C(C(=C1)C=1C=C(C=2N(C1)N=C(N2)C)N2CCOCC2)C)F)=O)F